C(C)C=1C(=NC=CC1)Br ethyl-2-bromopyridine